(R)-1-(5-((4-((1-(3-(difluoromethyl)-2-fluorophenyl)ethyl)amino)-2-methylquinazolin-6-yl)(methyl)amino)-2-methoxypyridin-3-yl)-3-methylimidazolin-2-one FC(C=1C(=C(C=CC1)[C@@H](C)NC1=NC(=NC2=CC=C(C=C12)N(C=1C=C(C(=NC1)OC)N1C(N(CC1)C)=O)C)C)F)F